C1(CC1)C=1C=CCN(C1)N 5-cyclopropylpyridin-1-amine